diisopropylaminotriethyl-silane C(C)(C)N(C(C)C)[Si](CC)(CC)CC